FC1=C(C(=C(C(=C1[B-](C1=C(C(=C(C(=C1F)F)F)F)F)(C1=C(C(=C(C(=C1F)F)F)F)F)C1=C(C(=C(C(=C1F)F)F)F)F)F)F)F)F.C[NH+](C1=CC=CC=C1)C N,N-Dimethylanilinium tetrakis(pentafluorophenyl)borate